BrC1=C(C=C(C=C1)Cl)C(CO)F 2-(2-bromo-5-chloro-phenyl)-2-fluoro-ethanol